C(C)OC=1C=C(C=C(C1SC)OCC)CCN 2-(3,5-diethoxy-4-methylsulfanylphenyl)ethanamine